ClC1=C(C=C(C=C1)F)C1=CC=CC2=C1NC(=NS2(=O)=O)NC 5-(2-chloro-5-fluorophenyl)-3-(methylamino)-4H-benzo[e][1,2,4]thiadiazine 1,1-dioxide